gamma-(beta-aminoethyl)aminopropyltrimethoxysilane NCCNCCC[Si](OC)(OC)OC